BrC1=C2C=CN(C2=CC(=C1C(C=1C=CC(=C(C#N)C1)F)OC1OCCCC1)F)[Si](C(C)C)(C(C)C)C(C)C 5-((4-bromo-6-fluoro-1-(triisopropylsilyl)-1H-indol-5-yl)((tetrahydro-2H-pyran-2-yl)oxy)methyl)-2-fluorobenzonitrile